C(C)C=1SC(=C(N1)C1=CC=CC=C1)OC1=CC(=NC=C1)NC1=NC=C(C=C1)NCCN1CCCC1 N2-(4-((2-ethyl-4-phenylthiazol-5-yl)oxy)pyridin-2-yl)-N5-(2-(pyrrolidin-1-yl)ethyl)pyridine-2,5-diamine